(1S,3S)-3-aminocyclohexane-1-thiocarbamic acid S-(4-((2-aminoethyl) carbamoyl) benzyl) ester NCCNC(=O)C1=CC=C(CSC(N[C@@H]2C[C@H](CCC2)N)=O)C=C1